COC(=O)C=1C=CC2=C(N(C(=N2)CC2=C(C=C(C=C2)Br)CO)CCOC)C1.C(C)C1=C(NOC=C1)C ethyl-methyl-oxazin Methyl-2-(4-bromo-2-(hydroxymethyl)benzyl)-1-(2-methoxyethyl)-1H-benzo[d]imidazole-6-carboxylate